3,4,6-tri-O-acetyl-β-D-galactopyranose C(C)(=O)O[C@@H]1[C@H]([C@H](O)O[C@@H]([C@@H]1OC(C)=O)COC(C)=O)O